O=C1NC(CC[C@H]1NC(=O)C1=C(C=C(C=C1)N1CCN(CC1)C(=O)OC(C)(C)C)F)=O |r| tert-Butyl (±)-4-(4-((2,6-dioxopiperidin-3-yl)aminocarbonyl)-3-fluorophenyl)piperazine-1-carboxylate